FC(N1N=C(C=C1)C1=NN=C(O1)C(=O)N1[C@H](C2=C(CC1)NC=N2)C2=NN1C(C(=CC=C1)C(F)(F)F)=C2)F (R)-(5-(1-(difluoromethyl)-1H-pyrazol-3-yl)-1,3,4-oxadiazol-2-yl)(4-(4-(trifluoromethyl)pyrazolo[1,5-a]pyridin-2-yl)-6,7-dihydro-1H-imidazo[4,5-c]pyridin-5(4H)-yl)methanone